6-(3-(4-(3,5-dimethylisoxazol-4-yl)-4,4-difluorobutanoyl)-3,8-diazabicyclo[3.2.1]octan-8-yl)nicotinonitrile CC1=NOC(=C1C(CCC(=O)N1CC2CCC(C1)N2C2=NC=C(C#N)C=C2)(F)F)C